NC1(CCC(CC1)N)C=C 1,4-diamino-1-ethenylcyclohexane